6-fluoro-4-(8-fluoro-2-(((2R,7aS)-2-fluorotetrahydro-1H-pyrrolizin-7a(5H)-yl)methoxy)-4-((2-hydroxyethyl)amino)-5-isopropoxypyrido[4,3-d]pyrimidin-7-yl)naphthalen-2-ol FC=1C=C2C(=CC(=CC2=CC1)O)C1=C(C=2N=C(N=C(C2C(=N1)OC(C)C)NCCO)OC[C@]12CCCN2C[C@@H](C1)F)F